N1=C(C=CC=2CCCCC12)N (5,6,7,8-tetrahydroquinolyl)amine